α-hydroxyisobutyramide OC(C(=O)N)(C)C